N-(2-cyano-3-cyclohexylphenyl)-5-{[(2-hydroxyethyl)amino]methyl}-1-methyl-2-oxo-1,2-dihydropyridine-3-carboxamide C(#N)C1=C(C=CC=C1C1CCCCC1)NC(=O)C=1C(N(C=C(C1)CNCCO)C)=O